3-{5H,6H,8H-[1,2,4]triazolo[4,3-a]pyrazin-7-yl}propan-2-ol N=1N=CN2C1CN(CC2)CC(C)O